tert-butyl ((S)-1-(((S)-1-((3-(di(prop-2-yn-1-yl)carbamoyl)-4-(hydroxymethyl)phenyl)amino)-1-oxo-5-ureidopentan-2-yl)amino)-3-methyl-1-oxobutan-2-yl)carbamate C(C#C)N(C(=O)C=1C=C(C=CC1CO)NC([C@H](CCCNC(=O)N)NC([C@H](C(C)C)NC(OC(C)(C)C)=O)=O)=O)CC#C